ClC1=C(C=CC=C1)[C@@H](C(=O)O)N1CC2=C(CC1)SC=C2 (S)-2-(2-chlorophenyl)-2-(6,7-dihydrothieno[3,2-C]pyridin-5(4H)-yl)ACETIC ACID